4-[(1Z,3Z)-3-(aminomethyl)-4-fluoro-but-1,3-dienyl]-N-tert-butyl-benzamide hydrochloride Cl.NC\C(\C=C/C1=CC=C(C(=O)NC(C)(C)C)C=C1)=C/F